NCCC(C(=O)OC(C)(C)C)=C tert-butyl aminoethyl-acrylate